((1R,4R)-4-(2-(((R)-2-(3-fluorophenyl)-2-hydroxyethyl)amino)-2-methylpropyl)cyclohexyl)-1,1-dimethylurea hydrochloride Cl.FC=1C=C(C=CC1)[C@H](CNC(CC1CCC(CC1)NC(N(C)C)=O)(C)C)O